CC=1C(=C(C=CC1)C=CC1=CC=CC=C1)C Bismethylstyrylbenzol